ClC1=C2C=C(C(=NC2=CC=C1C1=CNC2=NC(=CN=C21)N2C1CC(CC2CC1)N)C)OC endo-8-[7-(5-chloro-3-methoxy-2-methylquinolin-6-yl)-5H-pyrrolo[2,3-b]pyrazin-3-yl]-8-azabicyclo[3.2.1]octan-3-amine